C(C)(C)(C)OC(=O)N1C(C2=C(C=C(C=C2C1=O)Br)COC)(C)C 5-bromo-7-(methoxymethyl)-1,1-dimethyl-3-oxoisoindole-2-carboxylic acid tert-butyl ester